(2S)-butane CCCC